COC([C@H](CC1=CC2=CC=CC=C2C=C1)NC(=O)C=1NC2=CC=C(C=C2C1)Cl)=O.BrCC1=CC(=CC=C1)S(=O)(=O)C1CC1 1-(bromomethyl)-3-(cyclopropylsulfonyl)benzene methyl-(S)-2-(5-chloro-1H-indole-2-carboxamido)-3-(naphthalen-2-yl)propanoate